gold platinum-cobalt [Co].[Pt].[Au]